O-isopropyl-ascorbic acid C(C)(C)OC=1C(=O)O[C@@H](C1O)[C@@H](O)CO